N-methyl-8-oxa-1,6,12-triazatricyclo[8.4.0.0{2,7}]Tetradecane-2,4,6-triene-5-carboxamide CNC(=O)C1=CC=C2N3CCNCC3COC2=N1